1-Boc-3-pyrroleboronic acid pinacol ester C(=O)(OC(C)(C)C)N1C=C(C=C1)B1OC(C)(C)C(C)(C)O1